6-(6-ethoxypyridin-3-yl)-N-(4-fluoro-7-methoxyoxazolo[4,5-c]pyridin-2-yl)pyrazine-2-carboxamide C(C)OC1=CC=C(C=N1)C1=CN=CC(=N1)C(=O)NC=1OC2=C(C(=NC=C2OC)F)N1